FC1([C@@H](CN(CC1)[C@H](C(=O)NC=1SC2=C(N1)C=C1CCCC1=C2)C)C2=CNC(C(=C2)CO)=O)F (S)-2-((R)-4,4-difluoro-3-(5-(hydroxymethyl)-6-oxo-1,6-dihydropyridin-3-yl)piperidin-1-yl)-N-(6,7-dihydro-5H-indeno[5,6-d]thiazol-2-yl)propanamide